FC=1C=CC=C2C(NC(C12)=O)C 7-fluoro-3-methylisoindolin-1-one